NC(C)C=1C(=NC=CN1)C=1OCC(N(N1)C)=O 2-[3-(1-aminoethyl)pyrazin-2-yl]-4-methyl-1,3,4-oxadiazin-5-one